O[C@@]1([C@@H](CC[C@H](C1)C)C(C)C)C(=O)NCCC=1C=C(C=CC1)OC[C@@H](N)C(=O)OC methyl O-(3-(2-((1S,2S,5R)-1-hydroxy-2-isopropyl-5-methylcyclohexane-1-carboxamido) ethyl) phenyl)-D-serinate